tert-Butyl (S)-2-((S)-2-acetamido-6-(3-((5-((3aS,4S,6aR)-2-oxohexahydro-1H-thieno[3,4-d]imidazol-4-yl)pentyl)thio)propanamido)hexanamido)-6-diazo-5-oxohexanoate C(C)(=O)N[C@H](C(=O)N[C@H](C(=O)OC(C)(C)C)CCC(C=[N+]=[N-])=O)CCCCNC(CCSCCCCC[C@@H]1SC[C@@H]2NC(N[C@@H]21)=O)=O